O[C@H]1[C@@H](O[C@@H]([C@@H]([C@@H]1N1N=NC(=C1)C1=CC(=C(C(=C1)F)F)F)O)CO)SC(C(=O)N(C)CC)C(C)C (((2S,3R,4S,5R,6R)-3,5-dihydroxy-6-(hydroxymethyl)-4-(4-(3,4,5-trifluorophenyl)-1H-1,2,3-triazol-1-yl)tetrahydro-2H-pyran-2-yl)thio)-N-ethyl-N,3-dimethylbutanamide